C1(CC1)C1=NC=NC(=C1C=1N=CC2=C(N1)N(C(C=C2)=O)CC2CCN(CC2)C=2N(C=C(N2)C(F)(F)F)C)OC 2-(4-cyclopropyl-6-methoxypyrimidin-5-yl)-8-((1-(1-methyl-4-(trifluoromethyl)-1H-imidazol-2-yl)piperidin-4-yl)methyl)pyrido[2,3-d]pyrimidin-7(8H)-one